2-ethoxy-1,2-diphenyl-ethanone C(C)OC(C(=O)C1=CC=CC=C1)C1=CC=CC=C1